3-methyloxane-4-amine hydrochloride Cl.CC1COCCC1N